[Si](C1=CC=CC=C1)(C1=CC=CC=C1)(C(C)(C)C)OC[C@@]12CCCN2C[C@@H](C1)OCCCOCC1N(CCN(C1)C(C1=CC=CC=C1)(C1=CC=CC=C1)C1=CC=CC=C1)C(=O)OC(C)(C)C tert-butyl 2-((3-(((2R,7aR)-7a-(((tert-butyldiphenylsilyl)oxy)methyl)hexahydro-1H-pyrrolizin-2-yl)oxy)propoxy)methyl)-4-tritylpiperazine-1-carboxylate